ClC1=C(C(=CC=C1)F)C1=C(C(=NC=2C(=CNC(C12)=O)C(=C)C)N1N=C(N(C1=O)CC)CO)F (2-chloro-6-fluorophenyl)-2-(4-ethyl-3-(hydroxymethyl)-5-oxo-4,5-dihydro-1H-1,2,4-triazol-1-yl)-3-fluoro-8-(prop-1-en-2-yl)-1,6-naphthyridin-5(6H)-one